(S)-2-((((9H-fluoren-9-yl)methoxy)carbonyl)amino)-4-(3,4-bis(trifluoromethyl)phenyl)butanoic acid C1=CC=CC=2C3=CC=CC=C3C(C12)COC(=O)N[C@H](C(=O)O)CCC1=CC(=C(C=C1)C(F)(F)F)C(F)(F)F